O[C@@]1(C(N(C(C1([2H])[2H])([2H])[2H])C)=O)C1=CC(=NO1)C1=NC(=CC=C1)C1=NC(=NC=C1)NC1=NN(C=C1)C (R)-3-Hydroxy-1-methyl-3-(3-(6-(2-((1-methyl-1H-pyrazol-3-yl)amino)pyrimidin-4-yl)pyridin-2-yl)isoxazol-5-yl)pyrrolidin-2-one-4,4,5,5-d4